NC=1C=C(C=CC1C)NC(=O)C1=NC=CC(=C1)NC1=CC(=C(C(=C1)OC)OC)OC N-(3-amino-4-methylphenyl)-4-[(3,4,5-trimethoxyphenyl)amino]pyridine-2-carboxamide